C(#N)C1=CC=2N(C=C1)C(=CN2)C2=C1CN(C(C1=C(C=C2)NC2=NC(=C(C=C2)C2COCC2)CN(C)C)=O)C(=O)OC(C)(C)C tert-butyl 4-(7-cyanoimidazo[1,2-a]pyridin-3-yl)-7-((6-((dimethylamino) methyl)-5-(tetrahydrofuran-3-yl) pyridin-2-yl) amino)-1-oxoisoindoline-2-carboxylate